p-Trifluoromethoxyaniline isocyanate [N-]=C=O.FC(OC1=CC=C(N)C=C1)(F)F